ClC=1C=C(C=C(C1)C)C1=CC(=CC=C1)[C@H](C(=O)N1CC2=C(N=C(NC2=O)C2(CC2)C2=CC=CC=C2)CC1)O (R)-6-(2-(3'-chloro-5'-methyl-[1,1'-biphenyl]-3-yl)-2-hydroxyacetyl)-2-(1-phenylcyclopropyl)-5,6,7,8-tetrahydropyrido[4,3-d]pyrimidin-4(3H)-one